(2R)-N-((3-chloro-4-fluorophenyl)(trans-3-(2,2,2-trifluoroethoxy)cyclobutyl)methyl)-2-methyl-3-oxopiperazine-1-carboxamide ClC=1C=C(C=CC1F)C(NC(=O)N1[C@@H](C(NCC1)=O)C)[C@@H]1C[C@H](C1)OCC(F)(F)F